C1(CC1)O[C@H]1CN(CC1)C(=O)OCC1=CC=CC=C1 (R)-benzyl 3-cyclopropoxypyrrolidine-1-carboxylate